C(C)(=O)[O-].[Zn+2].C1=NC=CC=2NC=3C=C(C=CC3C21)C=2C=CC(=NC2)N2CCC(CC2)CCO.C(C)(=O)[O-] 2-[1-(5-[5H-pyrido[4,3-b]indol-7-yl]pyridin-2-yl)piperidin-4-yl]ethan-1-ol zinc acetate